chromic acid, chloride [Cr](=O)(=O)(Cl)Cl